C1(CC1)C(=O)NC=1SC2=C(C1)CC(CC2)NC(OC(C)(C)C)=O tert-Butyl N-[2-(cyclopropanecarbonylamino)-4,5,6,7-tetrahydrobenzothiophen-5-yl]carbamate